ClC=1C=C(C=CC1C(F)(F)F)S(=O)(C)=NC1=C(N=C2N1C=CC(=C2)C2=NOC(=N2)C(F)(F)Cl)C (3-chloro-4-(trifluoromethyl)phenyl)((7-(5-(chlorodifluoromethyl)-1,2,4-oxadiazol-3-yl)-2-methylimidazo[1,2-a]pyridin-3-yl)imino)(methyl)-λ6-sulfanone